2-{3-[(1R)-1-{[6-(1-acetyl-4-oxo-1,4lambda5-azaphosphinan-4-yl)-2-methylpyrido[3,4-d]pyrimidin-4-yl]amino}ethyl]-2-fluorophenyl}-N-cyclopropyl-2,2-difluoroacetamide C(C)(=O)N1CCP(CC1)(=O)C1=CC2=C(N=C(N=C2N[C@H](C)C=2C(=C(C=CC2)C(C(=O)NC2CC2)(F)F)F)C)C=N1